(4-(3-(1-methyl-1H-indazol-6-yl)-1,4-dihydro-thieno[2',3':4,5]cyclopenta[1,2-c]pyrazol-6-yl)thiophen-2-yl)(morpholino)methanone CN1N=CC2=CC=C(C=C12)C=1C2=C(NN1)C1=C(C2)SC(=C1)C=1C=C(SC1)C(=O)N1CCOCC1